2-(2,3-dichlorophenyl)propan-2-amine hydrochloride Cl.ClC1=C(C=CC=C1Cl)C(C)(C)N